(9aR,10S)-10-((R)-(4-fluorophenyl)(3-(trifluoromethoxy)phenyl)methyl)-4-hydroxy-8,9,9a,10-tetrahydro-7H-pyrrolo[1',2':4,5]pyrazino[1,2-b]pyridazine-3,5-dione FC1=CC=C(C=C1)[C@@H]([C@H]1[C@@H]2N(C(C=3N1N=CC(C3O)=O)=O)CCC2)C2=CC(=CC=C2)OC(F)(F)F